C1(CC1)C=1C=C(OC=2C(=C(N=NC2)C)C2=NOC[C@H](N2)CC2=C(C=C(C=C2)Cl)Cl)C=CC1 |r| (5RS)-3-[5-(3-cyclopropylphenoxy)-3-methylpyridazin-4-yl]-5-(2,4-dichlorobenzyl)-5,6-dihydro-4H-1,2,4-oxadiazine